CC(C(=O)N1CCN(CC1)C(=O)C1=CC=C(C=C1)NC(N)=O)CC 3-{4-[4-(2-methylbutyryl)piperazine-1-carbonyl]phenyl}urea